C(CC1=CC=CC=C1)NC(=O)C1=C(C=CC=C1)NC(C1=CN=CC=C1)=O N-(2-(phenethylcarbamoyl)phenyl)nicotinamide